rac-(1S*,2S*)-2-(5-chloro-2-methoxyphenyl)cyclopropane-1-carboxylic acid ClC=1C=CC(=C(C1)[C@@H]1[C@H](C1)C(=O)O)OC |r|